tert-butyl 4-(2-chloro-5-methoxynicotinoyl)-4-methylpiperidine-1-carboxylate ClC1=C(C(=O)C2(CCN(CC2)C(=O)OC(C)(C)C)C)C=C(C=N1)OC